N-(3-(6-chlorobenzo[d]oxazol-2-yl)-2-methylphenyl)-2,3,4-trifluorobenzamide ClC1=CC2=C(N=C(O2)C=2C(=C(C=CC2)NC(C2=C(C(=C(C=C2)F)F)F)=O)C)C=C1